tert-butyl 4-(2-(5-((2-(1-benzylpiperidin-4-yl)ethyl)carbamoyl)thiophen-2-yl)phenoxy)piperidine-1-carboxylate C(C1=CC=CC=C1)N1CCC(CC1)CCNC(=O)C1=CC=C(S1)C1=C(OC2CCN(CC2)C(=O)OC(C)(C)C)C=CC=C1